P(=O)([O-])([O-])O.P(=O)(O)(O)O.P(=O)(O)(O)O.[Ca+2] calcium trisphosphate